Racemic-N5-ethyl-N2-methyl-3-(1-(m-tolyl)ethoxy)-1H-pyrrole-2,5-dicarboxamide C(C)NC(=O)C1=CC(=C(N1)C(=O)NC)O[C@H](C)C=1C=C(C=CC1)C |r|